CN(C([C@H]([C@H](CC)C)NC(=O)[C@@H]1N(CCCC1)C)=O)[C@H](C[C@@H](OC(C(C)C)=O)C=1SC=C(N1)C(=O)NC(CC(C(=O)O)C)CC1=CC=CC=C1)C(C)C 4-(2-((1R,3R)-3-((2s,3s)-N,3-dimethyl-2-((R)-1-methylpiperidine-2-carboxamido)pentanamido)-1-(isobutyryloxy)-4-methylpentyl)thiazole-4-carboxamido)-2-methyl-5-phenylpentanoic acid